(E)-2-(7-azabicyclo[2.2.1]heptan-7-yl)-1-(1-(4-chlorophenyl)-2-methyl-5-(4-(methylsulfonyl)but-1-en-1-yl)-1H-pyrrol-3-yl)ethan-1-one C12CCC(CC1)N2CC(=O)C2=C(N(C(=C2)\C=C\CCS(=O)(=O)C)C2=CC=C(C=C2)Cl)C